N1N=CC(=C1)C1=CC=C(C=C1)NC1=NC(=NC=C1)C1=CC=C2C=C(NC2=C1)C(=O)N(C)C(CO)CO 6-(4-((4-(1H-pyrazol-4-yl)phenyl)amino)pyrimidin-2-yl)-N-(1,3-dihydroxy-propan-2-yl)-N-methyl-1H-indole-2-carboxamide